1-tert-butyl 3-ethyl 4-(2-chloro-4-methylphenyl)pyrrolidine-1,3-dicarboxylate ClC1=C(C=CC(=C1)C)C1C(CN(C1)C(=O)OC(C)(C)C)C(=O)OCC